ClC=1C(N(CCC1)C(\C(=C\C1=CC(=C(C(=C1)OC)OC)OC)\C)=O)=O (E)-3-chloro-1-(2-methyl-3-(3,4,5-trimethoxyphenyl)acryloyl)-5,6-dihydro-pyridin-2(1H)-one